ethyl 5-amino-4-bromo-[2,3'-bipyridine]-6-carboxylate NC=1C(=CC(=NC1C(=O)OCC)C=1C=NC=CC1)Br